BrC1=C(C=O)C=CC=C1 BromoBenzaldehyde